C1(=CC=CC=C1)C1=CC=C(S1)CO (5-phenylthiophen-2-yl)methanol